[Cl-].ClCC(C[N+](C)(C)CCCCCCCCCCCC)O N-(3-chloro-2-hydroxypropyl)-N,N-dimethyldodecyl-ammonium chloride